[(3aS,7aS)-3a-(3,4-dimethoxyphenyl)-1-methyl-3,4,7,7a-tetrahydro-2H-indol-6-yl]3,4-dimethoxybenzoate COC=1C=C(C=CC1OC)[C@@]12CCN([C@H]2CC(=CC1)OC(C1=CC(=C(C=C1)OC)OC)=O)C